(R)-3-(trifluoromethyl)-6,7,7a,8,10,11-hexahydropyrazino[1,2-d]pyrido[3,2-b][1,4]diazepin FC(C1=CC=2NCC[C@H]3N(C2N=C1)CCNC3)(F)F